N-(2-methoxyethyl)-5-[5-(trifluoromethyl)-4H-1,2,4-triazol-3-yl]pyridin-3-one COCCN1CC(CC(=C1)C1=NN=C(N1)C(F)(F)F)=O